OP(O)OP(O)O.C(CCCCCCCCCCCC)C1=C(C(=C(C(=C1O)C(C)(C)C1=C(C=CC=C1)O)CCCCCCCCCCCCC)CCCCCCCCCCCCC)CCCCCCCCCCCCC tetra(tridecyl)isopropylidenediphenol diphosphite